2,4,6-trimethoxybenzoyldiphenyl-Phosphine oxide COC1=C(C(=O)P(C2=CC=CC=C2)(C2=CC=CC=C2)=O)C(=CC(=C1)OC)OC